3-chloro-4-[(3,5-difluoropyridin-2-yl)methoxy]-2'-[5-(2-hydroxypropan-2-yl)-6-oxopyrimidin-1-yl]-5',6-dimethyl-[1,4'-bipyridin]-2-one ClC=1C(N(C(=CC1OCC1=NC=C(C=C1F)F)C)C1=CC(=NC=C1C)N1C=NC=C(C1=O)C(C)(C)O)=O